perfluorohexanoyl chloride FC(C(=O)Cl)(C(C(C(C(F)(F)F)(F)F)(F)F)(F)F)F